2,4,7-trichloroimidazo[2,1-f][1,2,4]triazine ClC1=NN2C(C(=N1)Cl)=NC=C2Cl